CC(=C)CC1=CC=CC=C1 2-methyl-3-phenyl-1-propene